Methyl 2-(4-bromo-2,5-difluorobenzyl)-1-(2-methoxy-2-methylpropyl)-1H-benzo[d]imidazole-6-carboxylate BrC1=CC(=C(CC2=NC3=C(N2CC(C)(C)OC)C=C(C=C3)C(=O)OC)C=C1F)F